C1(CC1)C[C@H](N)C(=O)O β-cyclopropyl-alanine